CN([C@@H](CC1=CNC2=CC=CC=C12)C(=O)O)C(CC)=O methylpropanoyl-L-tryptophan